NC1=CC2=C(CCN(CC2)C(=O)OC(C)(C)C)C=C1 tert-butyl 7-amino-4,5-dihydro-1H-benzo[d]azepine-3(2H)-carboxylate